4-(2-(2-(1-methyl-1H-imidazol-5-yl)ethoxy)-6-(3-(m-tolyl)-1H-pyrazol-1-yl)pyrimidin-4-yl)morpholine CN1C=NC=C1CCOC1=NC(=CC(=N1)N1CCOCC1)N1N=C(C=C1)C=1C=C(C=CC1)C